methyl (S)-5-cyclopropyl-2-methylpent-4-ynoate C1(CC1)C#CC[C@@H](C(=O)OC)C